tert-butyl 3-(4-(6-amino-2-fluoro-5-(1-oxo-1,2,3,4-tetrahydroisoquinolin-6-yl)pyridin-3-yl)phenyl)-2,5-dihydro-1H-pyrrole-1-carboxylate NC1=C(C=C(C(=N1)F)C1=CC=C(C=C1)C=1CN(CC1)C(=O)OC(C)(C)C)C=1C=C2CCNC(C2=CC1)=O